N1=CC(=CC=C1)CN(C(N)=O)C1N(CCC(C1)C(=O)N)S(=O)(=O)C1=CC=CC=C1 (pyridin-3-ylmethyl-(carbamoyl)amino)benzene(sulfonyl)piperidine-4-carboxamide